(E)-1-(2-Hydroxy-4,6-dimethoxyphenyl)-3-[3-methoxy-4-[(2S,3R,4S,5S,6R)-3,4,5-trihydroxy-6-(hydroxymethyl)oxan-2-yl]oxyphenyl]prop-2-en-1-one OC1=C(C(=CC(=C1)OC)OC)C(\C=C\C1=CC(=C(C=C1)O[C@@H]1O[C@@H]([C@H]([C@@H]([C@H]1O)O)O)CO)OC)=O